1-phenethylimidazole thiophenate S1C(=CC=C1)C(=O)O.C(CC1=CC=CC=C1)N1C=NC=C1